N[C@@H](CC(=O)OCC)C=1C=C(C=C(C1F)C(F)(F)F)C1=C(C=C(C=C1C)C1CC1)O ethyl (S)-3-amino-3-(4'-cyclopropyl-4-fluoro-2'-hydroxy-6'-methyl-5-(trifluoromethyl)-[1,1'-biphenyl]-3-yl)propanoate